NCCOCCOCCOCCOCCOCCOCCOCCOCCOCCOCCOCCOCCC(=O)N[C@H](C(=O)NCCCC[C@@H](C(=O)O)NC(=O)OCC1C2=CC=CC=C2C=2C=CC=CC12)CCCCNC(CCOCCOCCOCCOCCOCCOCCOCCOCCOCCOCCOCCOCCN)=O (2S)-6-[(2S)-2,6-bis(1-amino-3,6,9,12,15,18,21,24,27,30,33,36-dodecaoxanonatriacontan-39-amido)hexanamido]-2-({[(9H-fluoren-9-yl)methoxy]carbonyl}amino)hexanoic acid